C(C1=CC=CC=C1)NC(C1=C(C(=C(C=C1CCCCC)O)C\C=C(\CCC=C(C)C)/C)O)=O (E)-N-benzyl-3-(3,7-dimethylocta-2,6-dien-1-yl)-2,4-dihydroxy-6-pentylbenzamide